(2S)-2-{[5-(3-{1-azabicyclo[2.2.2]octan-4-yl}-1,2,4-oxadiazol-5-yl)-2-chloropyridin-4-yl]amino}-2-phenylethanol N12CCC(CC1)(CC2)C2=NOC(=N2)C=2C(=CC(=NC2)Cl)N[C@H](CO)C2=CC=CC=C2